C(C)(C)(C)C1=NOC(=N1)C1=CC=C(C=C1)C(=O)N1CCN(CC1)C=1OC=2C(=NC(=CC2)C)N1 [4-(3-tert-butyl-1,2,4-oxadiazol-5-yl)phenyl]-[4-(5-methyloxazolo[4,5-b]pyridin-2-yl)piperazin-1-yl]methanone